3-bromo-N-[1-[5-bromo-2-[5-(difluoromethoxy)-2-pyridyl]-1,2,4-triazol-3-yl]ethyl]-5-(trifluoromethyl)benzamide BrC=1C=C(C(=O)NC(C)C=2N(N=C(N2)Br)C2=NC=C(C=C2)OC(F)F)C=C(C1)C(F)(F)F